Cl.Cl.C(CC)N1CCC(CC1)C=1C=C(N)C=CC1 3-(1-Propyl-piperidin-4-yl)aniline dihydrochloride